2-(3-methylindol-1-yl)-N-(2-methyl-5-piperazin-1-yl-phenyl)propanamide CC1=CN(C2=CC=CC=C12)C(C(=O)NC1=C(C=CC(=C1)N1CCNCC1)C)C